4-[6-amino-5-(2,4-dichloro-benzyloxy)-pyridin-3-yl]-benzoic acid NC1=C(C=C(C=N1)C1=CC=C(C(=O)O)C=C1)OCC1=C(C=C(C=C1)Cl)Cl